N-(4-(1-(3-(cyanomethyl)azetidin-3-yl)-1,2,3,6-tetrahydropyridin-4-yl)-1H-pyrrolo[2,3-b]pyridin-6-yl)cyclopropylcarboxamide C(#N)CC1(CNC1)N1CCC(=CC1)C1=C2C(=NC(=C1)NC(=O)C1CC1)NC=C2